FC(C1=NC=CC(=C1)N1C[C@@H](CC1)C(=O)O)F 1-(2-Difluoromethyl-pyridin-4-yl)-3(R)-pyrrolidinecarboxylic acid